NC1=C(C=CC(=C1)N)C 2,4-diamino-1-methylbenzene